(2s,3r,4s)-4-(2-((tert-butyldimethylsilyl)oxy)ethoxy)flavan-3,4-diol [Si](C)(C)(C(C)(C)C)OCCO[C@@]1([C@@H]([C@@H](OC2=CC=CC=C12)C1=CC=CC=C1)O)O